C(O[C@H]1C[C@H](CC1)C1=NN(C(=C1)NC=1N=C(N=NC1)OC)C(C)(C)C)(OC1=CC=C(C=C1)[N+](=O)[O-])=O (1R,3S)-3-(1-(tert-butyl)-5-((3-methoxy-1,2,4-triazin-5-yl)amino)-1H-pyrazol-3-yl)cyclopentyl (4-nitrophenyl) carbonate